O=[As](=O)O[As](=O)=O diarsenic pentaoxide